CC1(OB(OC1(C)C)/C=C/CCCO)C (E)-5-(4,4,5,5-tetramethyl-1,3,2-dioxaborolan-2-yl)pent-4-en-1-ol